C(C)(=O)C1=C(C=C(C=C1)Cl)C1=CC(N(C=C1OC)C(C(=O)NC1=CC2=C(OCC(N2)=O)C=C1)CC1=CC=CC=C1)=O 2-(4-(2-acetyl-5-chlorophenyl)-5-methoxy-2-oxopyridin-1(2H)-yl)-N-(3-oxo-3,4-dihydro-2H-benzo[b][1,4]oxazin-6-yl)-3-phenylpropanamide